C(C)OC(C#CC=1C=C2CN(C(C2=CC1)=O)C1C(NC(CC1)=O)=O)OCC 3-[5-(3,3-diethoxyprop-1-yn-1-yl)-1-oxo-3H-isoindol-2-yl]piperidine-2,6-dione